ClC1=NC=C(C(=C1)N1CC(CCC1)NC(C)=O)I N-(1-(2-chloro-5-iodopyridin-4-yl)piperidin-3-yl)acetamide